CC1CCC(=NC1)C=1C=NC=CC1 5-methyl-3,4,5,6-tetrahydro-2,3'-Bipyridine